(1-(3-((di-tert-butyl(phenyl)silyl)oxy)-2,2-difluoropropyl)-3-(4-fluorophenyl)-1H-pyrazol-4-yl)-6-(1-methyl-1H-imidazol-4-yl)furo[2,3-d]pyrimidine C(C)(C)(C)[Si](OCC(CN1N=C(C(=C1)C=1N=CC2=C(N1)OC(=C2)C=2N=CN(C2)C)C2=CC=C(C=C2)F)(F)F)(C2=CC=CC=C2)C(C)(C)C